5-bromo-2-fluoro-3-nitrotoluene BrC=1C=C(C(=C(C)C1)F)[N+](=O)[O-]